6-(((3-(aminomethyl)-1-(4-(trifluoromethyl)phenyl)-1,2,3,4-tetrahydroquinolin-5-yl)oxy)methyl)pyrimidine-2,4(1H,3H)-dione NCC1CN(C2=CC=CC(=C2C1)OCC1=CC(NC(N1)=O)=O)C1=CC=C(C=C1)C(F)(F)F